C1(CC1)C=1C=C2C(C(=C(C3(N2C1)CCCC3)O)C(=O)OC)=O Methyl 2'-Cyclopropyl-6'-hydroxy-8'-oxo-8'H-spiro[cyclopentane-1,5'-indolizine]-7'-carboxylate